1-[(2-fluoropyridin-4-yl)methyl]-N-{4-[(2R)-1-[4-(piperidin-4-yloxy)phenyl]pyrrolidin-2-yl]-1,3-thiazol-2-yl}pyrrole-2-carboxamide FC1=NC=CC(=C1)CN1C(=CC=C1)C(=O)NC=1SC=C(N1)[C@@H]1N(CCC1)C1=CC=C(C=C1)OC1CCNCC1